OC1CC2(CN(C2)C2=CC=CC(=N2)C2=NC3=CC(=NC=C3C=C2)CNC(OC(C)(C)C)=O)C1 tert-butyl ((2-(6-(6-hydroxy-2-azaspiro[3.3]heptan-2-yl)pyridin-2-yl)-1,6-naphthyridin-7-yl)methyl)carbamate